ClC=1C=C2N=CC(=NC2=CC1Cl)C=CC=1OC(=CC1)[N+](=O)[O-] 6,7-dichloro-2-(2-(5-nitrofuran-2-yl)vinyl)quinoxaline